cyclopentylpyrazolo[3,4-d]pyrimidine-6-carboxylic acid C1(CCCC1)C1=NN=C2NC(=NC=C21)C(=O)O